C1(CC1)C(=O)N1CC(=CC1)C1=CC=C2C=C(C(=C(C2=C1)F)N1CC(NS1(=O)=O)=O)O 5-{7-[1-(cyclopropanecarbonyl)-2,5-dihydro-1H-pyrrol-3-yl]-1-fluoro-3-hydroxynaphthalen-2-yl}-1λ6,2,5-thiadiazolidine-1,1,3-trione